(3aR,4R,5R,7S,8S,9R,9aS,12R)-8-hydroxy-4,7,9,12-tetramethyl-3-oxo-7-vinyldecahydro-4,9a-propanocyclopenta[8]annulen-5-yl 2-hydroxyacetate OCC(=O)O[C@H]1[C@]2([C@H]3[C@]([C@H]([C@@H]([C@@](C1)(C=C)C)O)C)(CCC3=O)CC[C@H]2C)C